C(C)(C)C=1SC(=CN1)C=1C=C(C=CC1)N(C(=O)[C@@H]1CC[C@H](CC1)CC(=O)O)C[C@@H]1CC[C@H](CC1)C1=NC(=C(C=C1)OC)C 2-(trans-4-((3-(2-Isopropylthiazol-5-yl)phenyl)((trans-4-(5-methoxy-6-methylpyridin-2-yl)cyclohexyl)methyl)carbamoyl)cyclohexyl)acetic acid